CC1=C(C(=CC(=C1)C)C)[P@@](CCC1=NC=CC=C1C)(C1=CC2=CC=CC=C2C=C1)=O (R)-2,4,6-trimethylphenyl-(2-naphthyl)(2-(3-methylpyridin-2-yl)ethyl)phosphorus oxide